3-(9-((4-(aminomethyl)-2-methylphenyl)carbamoyl)-4,5-dihydrobenzo[b]thieno[2,3-d]oxepin-8-yl)-6-((1-cyanocyclohexyl)carbamoyl)picolinic acid NCC1=CC(=C(C=C1)NC(=O)C1=CC2=C(OCCC3=C2SC=C3)C=C1C=1C(=NC(=CC1)C(NC1(CCCCC1)C#N)=O)C(=O)O)C